6-butyl-4-(4-(2-hydroxypropan-2-yl)phenyl)-1H-pyrrolo[2,3-c]pyridin-7(6H)-one C(CCC)N1C(C2=C(C(=C1)C1=CC=C(C=C1)C(C)(C)O)C=CN2)=O